3-((t-butyldimethylsilyl)oxy)-5-((4-ethyl-2-(heptan-3-yl)octyl)oxy)-5-oxopentanoic acid [Si](C)(C)(C(C)(C)C)OC(CC(=O)O)CC(=O)OCC(CC(CCCC)CC)C(CC)CCCC